C(CCCCCCC\C=C/CCCCCCCC)(=O)N(CCO)CCO Oleoyl-Diethanolamine